20-oxoicosanoic acid O=CCCCCCCCCCCCCCCCCCCC(=O)O